C(C)S(=O)(=O)C=1C=C(C=NC1N1C(C2=CC=C(C=C2CC1)C(F)(F)F)=O)C1(CC1)C#N 1-[5-ethylsulfonyl-6-[1-oxo-6-(trifluoromethyl)-3,4-dihydroisoquinolin-2-yl]-3-pyridyl]cyclopropane-carbonitrile